octyl 3,5-di-tert-butyl-4-hydroxy-phenylpropionate C(C)(C)(C)C=1C=C(C=C(C1O)C(C)(C)C)C(C(=O)OCCCCCCCC)C